COC1=CC=C(C=N1)[C@H]1CC(CCC1)=CC(=O)OCC ethyl (R)-2-(3-(6-methoxypyridin-3-yl)cyclohexylidene)acetate